CNC1CN(C1)C1=C2CCN(C2=CC=C1)[C@H]1C(NC(CC1)=O)=O (3R)-3-[4-[3-(methylamino)azetidin-1-yl]indolin-1-yl]piperidine-2,6-dione